4-Methyl-2-(7-methylamino-imidazo[1,2-a]pyridin-2-yl)-phenol CC1=CC(=C(C=C1)O)C=1N=C2N(C=CC(=C2)NC)C1